FC(C=1C=C(C=CC1F)NC(N(CC1=NNC(=C1)C(F)(F)F)C=1N=NC(=CC1)OC)=O)F 3-(3-(difluoromethyl)-4-fluorophenyl)-1-(6-methoxypyridazin-3-yl)-1-((5-(trifluoromethyl)-1H-pyrazol-3-yl)methyl)urea